iodo-3,4-dimethyl-1-nitrobenzene IC1=C(C=CC(=C1C)C)[N+](=O)[O-]